[4-(5-Hydroxypyridin-2-yl)-piperazin-1-yl]-(5-phenylthiophen-2-yl)-methanone OC=1C=CC(=NC1)N1CCN(CC1)C(=O)C=1SC(=CC1)C1=CC=CC=C1